(1R,3S)-3-(3-(pyrimidin-2-ylamino)-1H-pyrazol-5-yl)cyclopentyl-isopropylcarbamate N1=C(N=CC=C1)NC1=NNC(=C1)[C@@H]1C[C@@H](CC1)N(C([O-])=O)C(C)C